C(CCCCCCCCC=C)(=O)OCC\C=C/CC (Z)-3-Hexenyl 10-undecenoate